4-(6,6-dimethyl-7,8-dihydro-6H-pyrrolo[1',2':1,2]imidazo[4,5-b]pyridin-3-yl)-5-fluoro-N-(5-((3-methyl-3,8-diazabicyclo[3.2.1]octan-8-yl)methyl)pyridin-2-yl)pyridin-2-amine CC1(CCC=2N1C=1C(=NC=C(C1)C1=CC(=NC=C1F)NC1=NC=C(C=C1)CN1C3CN(CC1CC3)C)N2)C